C1(CC1)C(=O)NC1=NC=C(C(=O)NC([2H])([2H])[2H])C(=C1)NC1=CSC=2C=NN(C(C21)=O)CC 6-(Cyclopropanecarboxamido)-4-((5-ethyl-4-oxo-4,5-dihydrothieno[2,3-d]pyridazin-3-yl)amino)-N-(methyl-d3)nicotinamide